4-[(3R)-3-[[6-(4-Hydroxy-2,3-dihydrobenzofuran-5-yl)-5-methyl-1,2,4-triazin-3-yl]amino]-1-piperidyl]-1-pyrrolidin-1-yl-butan-1-one OC1=C(C=CC2=C1CCO2)C2=C(N=C(N=N2)N[C@H]2CN(CCC2)CCCC(=O)N2CCCC2)C